1-(4-((3-aminopropyl)(5-(3,5-dimethylisoxazol-4-yl)-2-methylphenyl)amino)phenyl)cyclopropane-1-nitrile (perfluorophenyl)tris-(perfluoronaphthalenyl)borate FC1=C(C(=C(C(=C1F)F)F)F)[B-](C1=C(C(=C(C2=C(C(=C(C(=C12)F)F)F)F)F)F)F)(C1=C(C(=C(C2=C(C(=C(C(=C12)F)F)F)F)F)F)F)C1=C(C(=C(C2=C(C(=C(C(=C12)F)F)F)F)F)F)F.NCCCN(C1=CC=C(C=C1)C1(CC1)C#N)C1=C(C=CC(=C1)C=1C(=NOC1C)C)C